(7-(2-(4-(6-fluorobenzothiophen-4-yl)piperazin-1-yl)ethyl)-2-oxo-3,4-dihydroquinoline-1(2H)-yl)furan-3-carboxylic acid methyl ester COC(=O)C1=C(OC=C1)N1C(CCC2=CC=C(C=C12)CCN1CCN(CC1)C1=CC(=CC2=C1C=CS2)F)=O